FC1=C(C(=CC=C1)C)N1N=C2C(=CC1=O)NN=C2C2=CC=C1CCN3C(C1=C2)COC3=O 9-(5-(2-fluoro-6-methylphenyl)-6-oxo-5,6-dihydro-1H-pyrazolo[4,3-c]pyridazin-3-yl)-5,6-dihydro-1H-oxazolo[4,3-a]isoquinolin-3(10bH)-one